(3-(2,2,2-trifluoroethoxy)pyridin-2-yl)methanol FC(COC=1C(=NC=CC1)CO)(F)F